C[C@@H]1N(CC1)C1=NC(=CC(=N1)N1C2CC(C(C1)C2)CC(=O)O)C(F)(F)F 2-(2-(2-((S)-2-Methylazetidin-1-yl)-6-(trifluoromethyl)pyrimidin-4-yl)-2-azabicyclo[2.2.1]heptane-5-yl)acetic acid